2,6-difluoro-3-((3-methylbutyl)sulfonylamino)benzoic acid FC1=C(C(=O)O)C(=CC=C1NS(=O)(=O)CCC(C)C)F